C12CCCC2N(C1)CCOCC1=CC=C(C=N1)C1=CC=2C3=C(N=NC2C=C1F)N(C(N3C(C)C)=O)C 8-(6-((2-(6-azabicyclo[3.2.0]heptan-6-yl)ethoxy)methyl)pyridin-3-yl)-7-fluoro-1-isopropyl-3-methyl-1,3-dihydro-2H-imidazo[4,5-c]cinnolin-2-one